C(C)(C)(C)OC([C@H](C)N(C1=C(C(=NC(=N1)NCC=1C=NN(C1)CC1=CC=C(C=C1)F)C(=O)OCC)[N+](=O)[O-])C)=O Ethyl (S)-6-((1-(tert-butoxy)-1-oxopropan-2-yl) (methyl) amino)-2-(((1-(4-fluorobenzyl)-1H-pyrazol-4-yl) methyl) amino)-5-nitropyrimidine-4-carboxylate